(R)-1-(3-(dimethylamino)piperidin-1-yl)-3-(1-(2,2,2-trifluoroethyl)-1H-imidazol-2-yl)propan-1-one hydrochloride Cl.CN([C@H]1CN(CCC1)C(CCC=1N(C=CN1)CC(F)(F)F)=O)C